C(C=C)[N+](C)(C)CC=C.N1=CC=CC=C1 pyridine, diallyldimethylammonium salt